CC1=NC(=NC(=N1)C)C1=CC=C(C=C1)[N+](=O)[O-] 2,4-dimethyl-6-p-nitrophenyl-1,3,5-triazine